[3-fluoro-4-(piperazin-1-yl)phenyl]pyrimidin-2-amine FC=1C=C(C=CC1N1CCNCC1)C1=NC(=NC=C1)N